3-cyclopropyl-4-({2-fluoro-3-[(propan-2-yl)carbamoyl]phenyl}amino)-N-[(2Z)-imidazolidin-2-ylidene]benzamide 3,3,3-trifluoropropyl-4-methylbenzenesulfonate FC(CCOS(=O)(=O)C1=CC=C(C=C1)C)(F)F.C1(CC1)C=1C=C(C(=O)N=C2NCCN2)C=CC1NC1=C(C(=CC=C1)C(NC(C)C)=O)F